3-(6-(3-(4-(6-(6-((R)-2-(3-fluorophenyl)pyrrolidin-1-yl)imidazo[1,2-b]pyridazin-3-yl)pyridin-2-yl)piperazin-1-yl)prop-1-yn-1-yl)-1-oxoisoindolin-2-yl)piperidine-2,6-dione FC=1C=C(C=CC1)[C@@H]1N(CCC1)C=1C=CC=2N(N1)C(=CN2)C2=CC=CC(=N2)N2CCN(CC2)CC#CC2=CC=C1CN(C(C1=C2)=O)C2C(NC(CC2)=O)=O